CC1=CC=C(C(=O)O[C@H](C(=O)O)[C@@H](C(=O)O)OC(C2=CC=C(C=C2)C)=O)C=C1.C(C1=CC=CC=C1)N1C[C@H](C(CC1)=O)C (R)-1-Benzyl-3-methylpiperidin-4-one (2S,3S)-2,3-bis((4-methylbenzoyl)oxy)succinate